FC1=C(C=CC=C1)OC(=O)C1(CC2=C(OC3=C2C=CC=C3)C1)C(=O)[O-] (2-fluorophenyl)-1,3-dihydro-2H-cyclopenta[b]benzofuran-2,2-dicarboxylate